S-methyl 4-methyl-4-[methyl (octyl) amino]pent-2-ynethioate CC(C#CC(SC)=O)(C)N(CCCCCCCC)C